bromomethyl-3-chloro-[1,1'-binaphthyl]-2-yl acetate C(C)(=O)OC1=C(C2=CC=CC=C2C(=C1Cl)CBr)C1=CC=CC2=CC=CC=C12